N1(CCNCC1)C[C@H]1N(CC2=CC=CC=C2C1)C(=O)C=1SC=CC1 (3S)-3-(piperazin-1-ylmethyl)-2-(2-thienylcarbonyl)-1,2,3,4-tetrahydroisoquinoline